methyl-diethylcyclohexane diisocyanate [N-]=C=O.[N-]=C=O.CC1C(CCCC1)(CC)CC